CC1C(CCCC1)O (E)-2-methyl-cyclohexanol